(R)-N-(3-(6-(3-methoxytetrahydrofuran-3-yl)-4-methylpyridin-2-yl)imidazo[1,5-a]pyrazin-6-yl)acetamide CO[C@@]1(COCC1)C1=CC(=CC(=N1)C1=NC=C2N1C=C(N=C2)NC(C)=O)C